3-(((7-(2-aminopyrimidin-4-yl)-2,3-dihydrofuro[3,2-c]pyridin-4-yl)amino)methyl)-5-fluoro-N-(7-(oxetan-3-yl)-7-azaspiro[3.5]nonan-2-yl)benzamide NC1=NC=CC(=N1)C=1C2=C(C(=NC1)NCC=1C=C(C(=O)NC3CC4(C3)CCN(CC4)C4COC4)C=C(C1)F)CCO2